1,2-dibromo-4,5-dieicosylbenzene BrC1=C(C=C(C(=C1)CCCCCCCCCCCCCCCCCCCC)CCCCCCCCCCCCCCCCCCCC)Br